Phenarsazinine C1=CC=CC2=NC3=CC=CC=C3[As]=C12